2-(1-(tert-butyl)-1H-pyrazol-5-yl)nicotinonitrile C(C)(C)(C)N1N=CC=C1C1=C(C#N)C=CC=N1